3,3'-(((((2-(3-(2-carboxy-2-(pyrrolidin-3-yl)ethyl)phenyl)acetyl)azanediyl)bis(ethane-2,1-diyl))bis(oxy))bis(furan-4,2-diyl))bis(2-(pyrrolidin-3-yl)propanoic acid) C(=O)(O)C(CC=1C=C(C=CC1)CC(=O)N(CCOC=1C=C(OC1)CC(C(=O)O)C1CNCC1)CCOC=1C=C(OC1)CC(C(=O)O)C1CNCC1)C1CNCC1